C(CC)(=O)O.C(CC)(=O)O.C(CCC)C(=S)CCCC dibutyl thioketone dipropionate